C(C)(C)(C)OC(=O)C=1NC2=CC=CC(=C2C1)NC([C@H](CC1=CC=C(C=C1)N1C(CN(CC1)C1CCOCC1)=O)N)=O (S)-4-(2-amino-3-(4-(4-(tetrahydro-2H-pyran-4-yl)-2-oxopiperazin-1-yl)phenyl)propanamido)-1H-indol-2-oic acid tert-butyl ester